1-({3-[(5-chloro-1-benzothien-3-yl)methyl]-2-oxo-1-oxa-3-azaspiro[4.5]decan-7-yl}methyl)-1H-benzimidazole-6-carbonitrile ClC=1C=CC2=C(C(=CS2)CN2C(OC3(C2)CC(CCC3)CN3C=NC2=C3C=C(C=C2)C#N)=O)C1